FC1=C(C(=CC(=C1)F)F)C(CC)=O 1-(2,4,6-trifluorophenyl)propan-1-one